3-(2-hydroxy-propan-2-yl)-1H-pyridin-2-one OC(C)(C)C=1C(NC=CC1)=O